Cl.N1C[C@@H](CC1)C(=O)OC methyl (3R)-pyrrolidine-3-carboxylate HCl salt